CC1=C(C=CC=C1B1OC(C(O1)(C)C)(C)C)CO (2-methyl-3-(4,4,5,5-tetramethyl-1,3,2-dioxaborolan-2-yl)phenyl)-methanol